ClCC(CO)O 3-chloro-1,2-dihydroxypropane